2-(5-((diphenylmethylene)amino)pyridin-2-yl)propan-2-ol C1(=CC=CC=C1)C(C1=CC=CC=C1)=NC=1C=CC(=NC1)C(C)(C)O